penta-O-acetyl-beta-D-glucose C(C)(=O)O[C@H]1[C@H](OC(C)=O)[C@@H](OC(C)=O)[C@H](OC(C)=O)[C@H](O1)COC(C)=O